((2,6-dimethyl-pyrimidin-4-yl)-amino)-N-(2,2,2-trifluoro-ethoxy)nicotinamide CC1=NC(=CC(=N1)NC1=C(C(=O)NOCC(F)(F)F)C=CC=N1)C